phosphorus oxide, lithium salt [Li].[P]=O